C(C1=CC=CC=C1)C1N=C2SC=C(N2C1)CSC1=NC2=CC=CC=C2CN1CCCC 6-benzyl-3-(((3-butyl-3,4-dihydroquinazolin-2-yl)thio)methyl)-5,6-dihydroimidazo[2,1-b]thiazole